[4-(3-butyl) benzylideneamino-2-pentyl] propionate C(CC)(=O)OC(C)CCCN=CC1=CC=C(C=C1)C(CC)C